titanium (IV) tetrakis(2-ethyl-1-hexanoate) C(C)C(C(=O)[O-])CCCC.C(C)C(C(=O)[O-])CCCC.C(C)C(C(=O)[O-])CCCC.C(C)C(C(=O)[O-])CCCC.[Ti+4]